pentaerythritol tetra(3-sulfanylbutyrate) SC(CC(=O)OCC(COC(CC(C)S)=O)(COC(CC(C)S)=O)COC(CC(C)S)=O)C